C(C)(C)(C)C1=C(C2=C(N=CN=C2Cl)S1)C1=CC(=CC=C1)F 6-tert-Butyl-4-chloro-5-(3-fluorophenyl)thieno[2,3-d]pyrimidine